4-oxo-6,7-dihydrothieno[3,2-c]pyridin O=C1NCCC2=C1C=CS2